BrC1=CN(C2=NC(=CC(=C21)F)Cl)C(=O)OC methyl 3-bromo-6-chloro-4-fluoro-pyrrolo[2,3-b]pyridine-1-carboxylate